C12CC(CC2C1)N1C(C(N(C=C1)CC1=NOC(=C1)C1=CC(=CC=C1)F)=O)=O 1-((cis)-bicyclo[3.1.0]hexan-3-yl)-4-((5-(3-fluorophenyl)isoxazol-3-yl)methyl)-1,4-dihydropyrazine-2,3-dione